N\C(=C/C(=O)OC)\COC1=CC=CC=C1 Methyl (Z)-3-amino-4-phenoxybut-2-enoate